ClC1=CC=C(C=C1)N1C=2C(C3=CC(=CC=C13)C(=O)O)=CN(N2)C 8-(4-chlorophenyl)-2-methyl-2H,8H-pyrazolo[3,4-b]indole-5-carboxylic acid